2-(phenylamino)benzamide C1(=CC=CC=C1)NC1=C(C(=O)N)C=CC=C1